(3S,4R)-1-(3,4,5-trimethoxyphenyl)-4-(6-selenocyanohexyloxy-4-methoxyphenyl)-3-hydroxymethylazetidin-2-one COC=1C=C(C=C(C1OC)OC)N1C([C@@H]([C@@H]1C1=C(C=C(C=C1)OC)OCCCCCC[Se]C#N)CO)=O